1-methoxy-4-(methoxymethylene)piperidine CON1CCC(CC1)=COC